O[C@]1(COC2=CC=CC=C2[C@H]1NC(=O)C=1C=C2C(CCS(C2=CC1)(=O)=O)N1C(NC(CC1=O)(C)C)=N)C N-[(3R,4R)-3-hydroxy-3-methyl-chroman-4-yl]-4-(2-imino-4,4-dimethyl-6-oxo-hexahydropyrimidin-1-yl)-1,1-dioxo-3,4-dihydro-2H-thiochromene-6-carboxamide